C(CCCC\C=C/C\C=C/C\C=C/CCCCC)(=O)O cis-(6Z,9Z,12Z)-octadeca-6,9,12-trienoic acid